5-((4-bromo-1H-pyrrolo[2,3-c]pyridin-5-yl)oxy)-2-fluorobenzonitrile BrC1=C2C(=CN=C1OC=1C=CC(=C(C#N)C1)F)NC=C2